OC[C@H](CC(C)C)NC(C1=CC(=CC(=C1)OC)OC)=O (S)-N-(1-hydroxy-4-methylpentan-2-yl)-3,5-dimethoxybenzamide